4-(5-(difluoromethyl)-1,3,4-oxadiazol-2-yl)-1-(2-(3,5-difluorophenoxy)ethyl)pyridin-2(1H)-one FC(C1=NN=C(O1)C1=CC(N(C=C1)CCOC1=CC(=CC(=C1)F)F)=O)F